N-[(5-chloro-3-fluoropyridin-2-yl)methyl]-2-[(3R)-3-methyl[1,4'-bipiperidin]-1'-yl]-1,3-thiazole-5-carboxamide ClC=1C=C(C(=NC1)CNC(=O)C1=CN=C(S1)N1CCC(CC1)N1C[C@@H](CCC1)C)F